C1(CCC1)N1C=C(C(=CC1=O)O)C(=O)O 1-cyclobutyl-4-hydroxy-6-oxo-1,6-dihydropyridine-3-carboxylic acid